C(C1=CC=CC=C1)NS(=O)(=O)C=1C(=C(C(=CC1CCCCC)O)C1C(CCC(=C1)C)C(=C)C)O N-benzyl-2,6-dihydroxy-5'-methyl-4-pentyl-2'-(prop-1-en-2-yl)-1',2',3',4'-tetrahydro-[1,1'-biphenyl]-3-sulfonamide